C(C(=O)O)(=O)O.C(C)NN ethyl-hydrazine ethanedioate